N-(4-(6-cyanopyrazin-2-yl)-2-fluorophenyl)-2-(2-(cyclopropanesulfonamido)thiazol-4-yl)-2-methylpropanamide C(#N)C1=CN=CC(=N1)C1=CC(=C(C=C1)NC(C(C)(C)C=1N=C(SC1)NS(=O)(=O)C1CC1)=O)F